C1(CCCC1)S(=O)(=O)C=1C=C(C=CC1)NC(C1=C(N=C(C=C1)NC1(CC1)CO)N1CCC2(CC2)CC1)=O N-(3-(cyclopentylsulfonyl)phenyl)-6-((1-(hydroxymethyl)cyclopropyl)amino)-2-(6-azaspiro[2.5]octan-6-yl)nicotinamide